(E)-2-amino-5-bromo-N-(5-(3-hydroxy-3-methylbut-1-ynyl)pyridin-3-yl)nicotinamide NC1=C(C(=O)NC=2C=NC=C(C2)C#CC(C)(C)O)C=C(C=N1)Br